N1-(4-(tert-butyl)phenyl)-N2-(2-methoxyethyl)-N2-methylethane-1,2-diamine C(C)(C)(C)C1=CC=C(C=C1)NCCN(C)CCOC